(+/-)-1-(1-bromoethyl)-3-methylbenzene Br[C@H](C)C1=CC(=CC=C1)C |r|